3-((3,5-dichloro-4-((5-fluoro-6-isopropylaminopyrimidin-4-yl)oxy)-phenyl)-amino)propionic acid ClC=1C=C(C=C(C1OC1=NC=NC(=C1F)NC(C)C)Cl)NCCC(=O)O